tert-Butyl (5S,8S,11S,12R)-11-((S)-sec-Butyl)-1-(9H-fluoren-9-yl)-5,8-diisopropyl-12-methoxy-4,10-dimethyl-3,6,9-trioxo-2-oxa-4,7,10-triazatetradecan-14-oate [C@H](C)(CC)[C@H](N(C([C@@H](NC([C@@H](N(C(OCC1C2=CC=CC=C2C=2C=CC=CC12)=O)C)C(C)C)=O)C(C)C)=O)C)[C@@H](CC(=O)OC(C)(C)C)OC